CC1=NC=C(N1CCO)[N+](=O)[O-].Cl The molecule is a hydrochloride salt resulting from the mixture of equimolar amounts of metronidazole and hydrogen chloride. It has a role as an antibacterial drug, an antimicrobial agent, an antiparasitic agent, an antitrichomonal drug and a prodrug. It contains a metronidazole(1+).